C(C)N1C=2C(=C(C1=C(C=1C(=C(C(=C(C3=C(C(=C(N3CC)C=C3C=CC(C2)=N3)C3=CC=CC=C3)N)CC)N1)CC)CC)CC)CC)CC octaethyl-monoaminophenyl-porphyrin